3-((7-(6-chloro-4-methyl-3-(((S)-piperidin-3-yl)oxy)pyridin-2-yl)thieno[3,2-b]pyridin-2-yl)methyl)-6,6-dimethyl-3-azabicyclo[3.1.0]hexane-2,4-dione ClC1=CC(=C(C(=N1)C1=C2C(=NC=C1)C=C(S2)CN2C(C1C(C1C2=O)(C)C)=O)O[C@@H]2CNCCC2)C